2-fluoro-3-(morpholinomethyl)aniline FC1=C(N)C=CC=C1CN1CCOCC1